SCC=1C(=C(C(=O)OC)C=C(C1)OC)OC methyl 3-(mercaptomethyl)-2,5-dimethoxybenzoate